[2-(7-Fluoro-4-methoxy-2-methyl-indol-1-yl)-ethyl]-(6-quinolin-6-yl-pyrimidin-4-yl)-amine FC=1C=CC(=C2C=C(N(C12)CCNC1=NC=NC(=C1)C=1C=C2C=CC=NC2=CC1)C)OC